C(C1=CC=CC=C1)NC1=C2C=C(N=CC2=CC(=N1)C1=C(C(=CC(=C1Cl)OC)OC)Cl)N[C@@H]1COCC[C@@H]1NC(C=C)=O N-((3S,4S)-3-((5-(benzylamino)-7-(2,6-dichloro-3,5-dimethoxyphenyl)-2,6-naphthyridin-3-yl)amino)tetrahydro-2H-pyran-4-yl)acrylamide